C(C)(C)(C)N(C(O)=O)C1=CC=C2C=NC=NN21.NC2=NC(=CC(=N2)N[C@H](C)CCC)CC2=CC=C(C=C2)C2CCNCC2 (R)-2-amino-4-(pentan-2-ylamino)-6-(4-(piperidin-4-yl)benzyl)pyrimidine tert-Butyl-pyrrolo[2,1-f][1,2,4]triazin-7-ylcarbamate